3-chloro-2-(2,4-difluorobenzyl)-6-(1,1-difluoropropan-2-yl)-2,4,5,6-Tetrahydro-7H-pyrazolo[3,4-c]pyridin-7-one ClC=1N(N=C2C(N(CCC21)C(C(F)F)C)=O)CC2=C(C=C(C=C2)F)F